C(CCC)CC(C=O)(C)C1=CC=CC=C1 Butylphenyl-methyl-propanal